ClC=1C(=C(C=CC1)NC1=C(NC2=C1C(NCC2C)=O)C2=CC=NC1=CC=C(N=C21)OC2(CC2)C)OC 3-[(3-chloro-2-methoxyphenyl)amino]-7-methyl-2-[6-(1-methylcyclopropoxy)-1,5-naphthyridin-4-yl]-1h,5h,6h,7h-pyrrolo[3,2-c]pyridin-4-one